NCCOC1=CC=C(N=N1)NC=1N=CC2=C(N1)N(C(C(=C2)C2=C(C=CC=C2Cl)Cl)=O)C 2-[[6-(2-aminoethoxy)pyridazin-3-yl]amino]-6-(2,6-dichlorophenyl)-8-methyl-pyrido[2,3-d]pyrimidin-7-one